C(C)OC(CN(CCOCCOCCN(CCOCCO)C(=O)OC(C)(C)C)CC)=O tert-butyl 16-(2-ethoxy-2-oxoethyl)-1,4,10,13-tetraoxa-7,16-diaza-octadecane-7-carboxylate